(2S)-Isopropyl 2-(((4-(aminomethyl)-5-hydroxy-6-methylpyridin-3-yl)methoxy)(4-(trifluoromethoxy)phenoxy)phosphorylamino)propanoate NCC1=C(C=NC(=C1O)C)COC1=C(OP(=O)=N[C@H](C(=O)OC(C)C)C)C=CC(=C1)OC(F)(F)F